N(=NC(C#N)(CC(C)C)C)C(C#N)(CC(C)C)C azobis(2,4-dimethyl-valeronitrile)